N-(3-(4-(((1S,4S)-4-(2-oxa-6-azaspiro[3.3]heptan-6-yl)cyclohexyl)amino)-1-(2,2,2-trifluoroethyl)-1H-indol-2-yl)prop-2-yn-1-yl)-N-(2-hydroxy-4-(methylsulfonyl)phenyl)isobutyramide C1OCC12CN(C2)C2CCC(CC2)NC2=C1C=C(N(C1=CC=C2)CC(F)(F)F)C#CCN(C(C(C)C)=O)C2=C(C=C(C=C2)S(=O)(=O)C)O